FC1=C(C=CC(=C1)F)C([C@H]1[C@@H]2N(C(C=3N1N=CC(C3O)=O)=O)CCC2)C2=C(C=C(C=C2)F)F (9aR,10S)-10-(bis(2,4-difluorophenyl)methyl)-4-hydroxy-8,9,9a,10-tetrahydro-7H-pyrrolo[1',2':4,5]pyrazino[1,2-b]pyridazine-3,5-dione